CO[C@]1(C2=CC=C3[C@]4(CC[C@]5(CC[C@@](C[C@H]5[C@@]4(CC[C@]3(C2=CC(C1=O)=O)C)C)(C)NC(=O)N)C)C)C 1-((2R,4aS,6aS,9S,12bR,14aS,14bR)-9-methoxy-2,4a,6a,9,12b,14a-hexamethyl-10,11-dioxo-1,2,3,4,4a,5,6,6a,9,10,11,12b,13,14,14a,14b-hexadecahydropicen-2-yl)urea